4-(1-(3,4-difluoro-5-(methoxymethoxy)phenyl)-1H-indazol-5-yl)piperidine-1,4-dicarboxylic acid 1-(tert-butyl) 4-methyl ester COC(=O)C1(CCN(CC1)C(=O)OC(C)(C)C)C=1C=C2C=NN(C2=CC1)C1=CC(=C(C(=C1)OCOC)F)F